ClC1=C(C=CC=C1)C1=C(C2=C(C=3C(=NNC3C=C2)F)CCC1)C1=CC=C(C=C1)N1CCC(CC1)CN1CCN(CC1)C=1C=C2CN(C(C2=CC1)=O)[C@@H]1C(NC(CC1)=O)=O (S)-3-(5-(4-((1-(4-(7-(2-chlorophenyl)-1-fluoro-3,8,9,10-tetrahydrocyclohepta[e]indazol-6-yl)phenyl)piperidin-4-yl)methyl)piperazin-1-yl)-1-oxoisoindolin-2-yl)piperidine-2,6-dione